ClC1=C(C#N)C=CC(=C1)N1CC2(CC1)CCN(CC2)C(C2=CC=C(C=C2)N2CC1(CC2)CCN(CC1)C1CCN(CC1)C=1C=C2C(N(C(C2=CC1)=O)C1C(NC(CC1)=O)=O)=O)=O 2-chloro-4-(8-(4-(8-(1-(2-(2,6-dioxopiperidin-3-yl)-1,3-dioxoisoindolin-5-yl)piperidin-4-yl)-2,8-diazaspiro[4.5]decan-2-yl)benzoyl)-2,8-diazaspiro[4.5]decan-2-yl)benzonitrile